(1aS,5aS)-2-(2,4-Difluoro-phenyl)-1a,2,5,5a-tetrahydro-1H-2,3-diaza-cyclopropa[a]pentalene-4-carboxylic acid ((R)-1-hydroxymethyl-2,2-dimethyl-propyl)-amide OC[C@@H](C(C)(C)C)NC(=O)C=1C=2C[C@H]3[C@@H](C2N(N1)C1=C(C=C(C=C1)F)F)C3